ClC=1C=C(C=C(C1)Cl)N1N=C(C2=C1C1=C(OC2)C=C(C(=C1)C1=NC=CC=C1)OC)C(=O)N1C(CC(CC1)O)(C)C (1-(3,5-dichlorophenyl)-7-methoxy-8-(pyridin-2-yl)-1,4-dihydrobenzopyrano[4,3-c]pyrazol-3-yl)(4-hydroxy-2,2-dimethylpiperidin-1-yl)methanone